C(C)(C)(C)OC(=O)N1C[C@@H]2N(C3=C(OC2)C=C(C=N3)C(F)(F)F)CC1 (S)-3-(trifluoromethyl)-6a,7,9,10-Tetrahydropyrazino[1,2-d]pyrido[3,2-b][1,4]oxazine-8(6H)-carboxylic acid tert-butyl ester